succinimidyloxycarbonyl-α-ethyl-α-(2-pyridyldithio)toluene C1(CCC(N1OC(=O)C(C1=CC=CC=C1)(SSC1=NC=CC=C1)CC)=O)=O